COC(=O)C=1C=C(C2=CN(N=C2C1)C(F)F)SCC1=CC=CC=C1 4-(benzylthio)-2-(difluoromethyl)-2H-indazole-6-carboxylic acid methyl ester